tert-butyl 12-(4-(2-fluoro-5-((4-oxo-3,4-dihydrophthalazin-1-yl)methyl)benzoyl)piperazin-1-yl)-12-oxododecanoate FC1=C(C(=O)N2CCN(CC2)C(CCCCCCCCCCC(=O)OC(C)(C)C)=O)C=C(C=C1)CC1=NNC(C2=CC=CC=C12)=O